C(C)(=O)C1=CC=C(C=C1)NC(=O)NC1CN(CC1)C1=NC(=NC=C1C)NC1=CC=C(C=C1)N1CCOCC1 1-(4-acetylphenyl)-3-[1-(5-methyl-2-{[4-(morpholin-4-yl)phenyl]amino}pyrimidin-4-yl)pyrrolidine-3-yl]urea